Octahydro-4,7-methano-5H-inden-5-tartaric acid ammonium salt [NH4+].C1CCC2C3C(CC(C12)C3)C(C(C(=O)[O-])O)(O)C(=O)[O-].[NH4+]